COC(=O)C=1N=NN(C1S(=O)(=O)C)C1=CC=CC=C1.BrC=1C=C(SC1)C(C)=O 1-(4-bromothien-2-yl)ethan-1-one methyl-5-(methylsulfonyl)-1-phenyl-1H-1,2,3-triazole-4-carboxylate